ClC1=CC(=C(C=C1)C1=CC=C(C=C1)C1CN(C1)C(=O)N1C[C@@H](CC1)C1=NN=NN1)S(=O)(=O)C [3-[4-(4-Chloro-2-methylsulfonyl-phenyl)phenyl]azetidin-1-yl]-[(3R)-3-(1H-tetrazol-5-yl)pyrrolidin-1-yl]methanone